N-[(1S)-1-[2-(cyclopropylamino)-2-oxo-acetyl]-4,4-difluoro-pentyl]-5-methyl-2-[[3-(trifluoromethyl)benzoyl]amino]pyridine-3-carboxamide C1(CC1)NC(C(=O)[C@H](CCC(C)(F)F)NC(=O)C=1C(=NC=C(C1)C)NC(C1=CC(=CC=C1)C(F)(F)F)=O)=O